ClC1=NC=C(C(=N1)NCC1=CC(=C(C=C1)N1N=C(C=C1OC)C(F)(F)F)OC)N 2-chloro-N4-({3-methoxy-4-[5-methoxy-3-(trifluoromethyl)pyrazol-1-yl]phenyl}methyl)pyrimidine-4,5-diamine